C(=O)([O-])[C@H](O)[C@@H](O)C(=O)[O-].[Na+].C(C(O)CC(=O)O)(=O)O.[Na+] malic acid Sodium L(+)-tartrate